P(OCCC)([O-])[O-] (methyl)ethyl phosphite